C(=O)(O)C(=O)NC=1C=C(C=CC1)C#CC=1C(=CC(=C(C(=O)O)C1)O)N(C)C 5-((3-(carboxyformylamino)phenyl)ethynyl)-4-(dimethylamino)-2-hydroxybenzoic acid